ClC=1C(=CC(=C(C1)S(=O)(=O)N(C=1SC=CN1)CC1=CC=C(C=C1)OC)F)F 5-chloro-2,4-difluoro-N-[(4-methoxyphenyl)methyl]-N-thiazol-2-yl-benzenesulfonamide